6-[8-[[1-[(2S)-2-aminopropyl]-4,8-difluoro-6,7-dihydro-5H-cyclopenta[f]benzimidazol-6-yl]methyl]-2-oxo-1-oxa-3,8-diazaspiro[4.5]decan-3-yl]-4H-pyrazino[2,3-b][1,4]oxazin-3-one N[C@H](CN1C=NC2=C1C(=C1C(=C2F)CC(C1)CN1CCC2(CN(C(O2)=O)C2=NC3=C(OCC(N3)=O)N=C2)CC1)F)C